1,2,4-triazole sulfide [N+]=1(NC=NC1)[S-]